N-(4-((4-(ethoxymethyl)-4-phenethylpiperidin-1-yl)methyl)phenyl)propionamide C(C)OCC1(CCN(CC1)CC1=CC=C(C=C1)NC(CC)=O)CCC1=CC=CC=C1